3-(10-methoxy-2-methyl-4-oxo-5,6-dihydro-2H-2,6-methanobenzo[g][1,3,5]oxadiazocine-3(4H)-yl)benzoic acid COC1=CC=CC=2C3NC(N(C(OC21)(C3)C)C=3C=C(C(=O)O)C=CC3)=O